ClC1=NC=NC(=C1C(=O)O)Cl 4,6-dichloropyrimidine-5-formic acid